2-{[3-(3,4-dimethoxybenzyl)-1-(1-oxidotetrahydro-2H-thiopyran-4-yl)-2,4-dioxo-1,2,3,4-tetrahydroquinazolin-6-yl]oxy}propanenitrile COC=1C=C(CN2C(N(C3=CC=C(C=C3C2=O)OC(C#N)C)C2CCS(CC2)=O)=O)C=CC1OC